4-oxoquinazoline-6-carboxamide O=C1NC=NC2=CC=C(C=C12)C(=O)N